Cl.FC1=CC=C(C=C1)NC(=O)C1(CC1)C(=O)NC1=CC=C(C=C1)OC1=CC=NC2=CC(=CC=C12)C1=NNC(=C1)C(F)(F)F 1-N'-(4-fluorophenyl)-1-N-[4-[7-[5-(trifluoromethyl)-1H-pyrazol-3-yl]Quinolin-4-yl]Oxyphenyl]Cyclopropane-1,1-dicarboxamide hydrochloride